methyl 3-(4-(3-(7-fluoro-1-oxo-1,2-dihydroisoquinolin-3-yl)propyl)piperazin-1-yl)benzoate FC1=CC=C2C=C(NC(C2=C1)=O)CCCN1CCN(CC1)C=1C=C(C(=O)OC)C=CC1